(5-Chloropyrimidin-2-yl)-2,6-diazaspiro[3.3]heptane ClC=1C=NC(=NC1)C1NCC12CNC2